BrC1=CC=CC(=N1)C=1N=C2N(N=C(C(=C2)OC)C2(CC2)C(F)(F)F)C1 (6-bromo-2-pyridinyl)-7-methoxy-6-[1-(trifluoromethyl)cyclopropyl]imidazo[1,2-b]pyridazine